C(C)C1=CC(=C(C=C1)C)C 1-ethyl-3,4-xylene